ClC1=C(C(=CC=C1)Cl)N1C=2N(C3=C(C1=O)C=NC(=N3)NC3=CC=C1C4(CN(CC1=C3)S(=O)(=O)C(C)C)CC4)C=CN2 6-(2,6-dichlorophenyl)-2-{[2'-(propan-2-ylsulfonyl)-2',3'-dihydro-1'H-spiro[cyclopropane-1,4'-isoquinolin]-7'-yl]amino}imidazo[1,2-a]pyrimido[5,4-e]pyrimidin-5(6H)-one